C(C1CO1)C1=C(C(=C(C(=C1C1=C(C(=C(C(=C1CC1CO1)C)OC1=C(C=C(C=C1)N)C(F)(F)F)C)CC1CO1)CC1CO1)C)OC1=C(C=C(C=C1)N)C(F)(F)F)C tetraglycidyl-4,4'-bis(2-trifluoromethyl-4-aminophenoxy)-3,3',5,5'-tetramethylbiphenyl